4-[5-(aminomethyl)pyrimidin-2-yl]-3-[6-(oxetan-3-ylamino)pyridazin-4-yl]oxybenzonitrile NCC=1C=NC(=NC1)C1=C(C=C(C#N)C=C1)OC1=CN=NC(=C1)NC1COC1